2-ethyl-6-chloro-9-acryloyloxy-10-hydroxy-1,4-dihydro-1,4-methanoanthracene C(C)C=1C2C3=C(C4=CC=C(C=C4C(=C3C(C1)C2)O)Cl)OC(C=C)=O